2,5-dioxopyrrolidin-1-yl-N-(tert-butoxycarbonyl)-beta-alaninate O=C1N(C(CC1)=O)N(CCC(=O)[O-])C(=O)OC(C)(C)C